1-[2-[7-[4-fluoro-2-(2-methoxyethoxy)phenyl]-4-(2-isopropyl-3,4-dihydro-1H-isoquinolin-6-yl)thieno[3,2-c]pyridin-6-yl]-6,8-dihydro-5H-[1,2,4]triazolo[1,5-a]pyrazin-7-yl]prop-2-en-1-one FC1=CC(=C(C=C1)C=1C2=C(C(=NC1C1=NN3C(CN(CC3)C(C=C)=O)=N1)C=1C=C3CCN(CC3=CC1)C(C)C)C=CS2)OCCOC